F[C@H]1CN(C[C@@H]1F)C1=NC(=NC=C1C(F)(F)F)NC1=C(C=C(C=C1)N1CC(CCC1)O)OC(F)(F)F 1-[4-({4-[(3S,4S)-3,4-difluoropyrrolidin-1-yl]-5-(trifluoromethyl)pyrimidin-2-yl}amino)-3-(trifluoromethoxy)phenyl]piperidin-3-ol